N-propyl-N-[(3R)-pyrrolidin-3-yl]-2-{1-[4-(trifluoromethyl)phenyl]-1H-pyrazol-4-yl}-1,3-thiazole-4-carboxamide C(CC)N(C(=O)C=1N=C(SC1)C=1C=NN(C1)C1=CC=C(C=C1)C(F)(F)F)[C@H]1CNCC1